C(C(=C)C)(=O)OCCC[Si](OCCOC(C)(C)C)(OCCOC(C)(C)C)OCCOC(C)(C)C 3-methacryloxypropyl-trist-butoxyethoxysilane